C(C)C1=C(C(=O)OC2=C(C(=C(C(=O)OCOC)C(=C2N2N=CC=C2)C)C)C)C(=CC(=C1C)O)C methoxymethyl 4-((2-ethyl-4-hydroxy-3,6-dimethyl benzoyl)oxy)-2,3,6-trimethyl-5-(1H-pyrazol-1-yl)benzoate